COOCCNCCOOC bis(2-(methylperoxy)ethyl)amine